C(N)(=N)C=1C=C(SC1)CNC(=O)[C@H]1N([C@H]2C[C@]2(C1)C)C(CNC(C1=CN=C(C=C1)OC1=CC=CC=C1)=O)=O (1S,3S,5S)-N-((4-carbamimidoylthiophen-2-yl)methyl)-5-methyl-2-((6-phenoxynicotinoyl)glycyl)-2-azabicyclo[3.1.0]hexane-3-carboxamide